Methyl-2-(3,4-difluorophenyl)-5-[1-(phenylsulfonyl)-1H-pyrrolo[2,3-b]pyridin-4-yl]-1-{[2-(trimethylsilyl)ethoxy] methyl}-1H-pyrrole-3-carboxylate COC(=O)C1=C(N(C(=C1)C1=C2C(=NC=C1)N(C=C2)S(=O)(=O)C2=CC=CC=C2)COCC[Si](C)(C)C)C2=CC(=C(C=C2)F)F